C(C1=CC=CC=C1)N1C[C@@H]([C@@H](C1)F)NC (3S,4R)-1-benzyl-4-fluoro-N-methyl-pyrrolidin-3-amine